N-[3-[6-(difluoromethoxy)-3,4-dihydro-2H-1,4-benzoxazin-7-yl]-1-[[1-[2-(dimethylamino)ethyl]tetrazol-5-yl]methyl]pyrazol-4-yl]pyrazolo[1,5-a]pyrimidine-3-carboxamide FC(OC=1C(=CC2=C(NCCO2)C1)C1=NN(C=C1NC(=O)C=1C=NN2C1N=CC=C2)CC2=NN=NN2CCN(C)C)F